tert-butyl (1S,4R,6S)-6-(4-amino-3-iodo-1H-pyrazolo[3,4-d]pyrimidin-1-yl)-2-azabicyclo[2.2.1]heptane-2-carboxylate NC1=C2C(=NC=N1)N(N=C2I)[C@H]2C[C@@H]1CN([C@H]2C1)C(=O)OC(C)(C)C